((3aR,4R,7S,8R,8aR)-8-((3-chloro-1,2,4-thiadiazol-5-yl)amino)-2,2-dimethyltetrahydro-4,7-epoxy[1,3]dioxolo[4,5-d]oxepin-4(5H)-yl)methyl 4-methylbenzenesulfonate CC1=CC=C(C=C1)S(=O)(=O)OC[C@@]12[C@H]3[C@@H]([C@H]([C@@H](OC1)O2)NC2=NC(=NS2)Cl)OC(O3)(C)C